CN1CCC(CC1)NC(OC1=C(C=C(C=C1OC)\C=C/1\C(=C(C2=CC(=CC=C12)F)CC(=O)NCC1=CC=CC=C1)C)OC)=O (Z)-4-((3-(2-(benzylamino)-2-oxoethyl)-5-fluoro-2-methyl-1H-inden-1-ylidene)methyl)-2,6-dimethoxyphenyl (1-methylpiperidin-4-yl)carbamate